2-(hydroxymethyl)-2,3-dihydro-1H-indene-4-carbonitrile OCC1CC=2C=CC=C(C2C1)C#N